C(C)OC1=CN=CC(=N1)C=1C=CC(=NC1)NC(=O)C1CCN(CC1)C N-(5-(6-ethoxypyrazin-2-yl)pyridin-2-yl)-1-methylpiperidine-4-carboxamide